CC(CC)S(=O)(=O)Br butane-2-sulfonyl bromide